FC=1C(=NC(=CC1C(=O)NC1=NC2=C(N1CC(C)(C)O)C=CC(=C2)N2CCC(CC2)N2CCN(CC2)C)C)C=2C=NC=CC2OC 3-fluoro-N-(1-(2-hydroxy-2-methylpropyl)-5-(4-(4-methylpiperazin-1-yl)piperidin-1-yl)-1H-benzo[d]imidazol-2-yl)-4'-methoxy-6-methyl-[2,3'-bipyridine]-4-carboxamide